(4-fluorophenyl)-2-propanol FC1=CC=C(C=C1)CC(C)O